2-(2-acetamidopyridin-4-yl)-2-oxoethyl (3S)-7-(6-amino-3-chloro-2-fluorophenyl)-5-oxo-1,2,3,5,8,8a-hexahydroindolizine-3-carboxylate NC1=CC=C(C(=C1C1=CC(N2[C@@H](CCC2C1)C(=O)OCC(=O)C1=CC(=NC=C1)NC(C)=O)=O)F)Cl